(3-chloro-5-(trifluoromethyl)pyridin-2-yl)-6-fluoro-5-(3-methyl-5-oxo-4,5-dihydro-1H-1,2,4-triazol-1-yl)-benzothiazol-2(3H)-one ClC=1C(=NC=C(C1)C(F)(F)F)N1C(SC2=C1C=C(C(=C2)F)N2N=C(NC2=O)C)=O